NC1=NC=2C=C(C(=CC2C2=C1C=NN2C)C(=O)N([C@H](C)C2=NC=C(N=C2)C(F)(F)F)C)F 4-amino-7-fluoro-N,1-dimethyl-N-((1R)-1-(5-(trifluoromethyl)-2-pyrazinyl)ethyl)-1H-pyrazolo[4,3-c]quinoline-8-carboxamide